ClC(CN)Cl Dichloroethylamine